3-((5-(2-(2-aminopyridin-3-yl)-5-phenyl-3H-imidazo[4,5-b]pyridin-3-yl)pyridin-2-yl)amino)cyclopentane-1-carboxylic acid NC1=NC=CC=C1C1=NC=2C(=NC(=CC2)C2=CC=CC=C2)N1C=1C=CC(=NC1)NC1CC(CC1)C(=O)O